octyl α-chlorododecanoate ClC(C(=O)OCCCCCCCC)CCCCCCCCCC